C(#N)C1=CC=C(C=C1)C(CC(=O)O)C 3-(4-cyanophenyl)butanoic acid